4-fluoro-2-(4-methoxybenzyl)-2,3-dihydrobenzo[d]isothiazole 1,1-dioxide FC1=CC=CC2=C1CN(S2(=O)=O)CC2=CC=C(C=C2)OC